C(#N)C1=CC(=C(C(=N1)C(C)C)NC(OCC(Cl)(Cl)Cl)=O)C(C)C 2,2,2-trichloroethyl (6-cyano-2,4-diisopropylpyridin-3-yl)carbamate